3-ureido-3-propyltriethoxysilane N(C(=O)N)C(CC)[Si](OCC)(OCC)OCC